1-cyclopentyl-4-((3-fluoro-5-(1H-pyrazol-4-yl)pyridin-2-yl)methyl)piperazine-2,3-dione C1(CCCC1)N1C(C(N(CC1)CC1=NC=C(C=C1F)C=1C=NNC1)=O)=O